CCCCCCC1=CC=CS1 hexylthiophene